1-(4-(4-amino-7-cyclopropyl-7H-pyrrolo[2,3-d]pyrimidin-5-yl)-2-fluorophenyl)-3-(4-((4-ethylpiperazin-1-yl)methyl)-3-(trifluoromethyl)phenyl)urea NC=1C2=C(N=CN1)N(C=C2C2=CC(=C(C=C2)NC(=O)NC2=CC(=C(C=C2)CN2CCN(CC2)CC)C(F)(F)F)F)C2CC2